1-(2-(dimethylamino)ethyl)-N4-(5-fluoro-4-(7-methyl-1H-indol-3-yl)pyrimidin-2-yl)-N1-methylbenzene-1,2,4-triamine CN(CCC1(C(C=C(C=C1)NC1=NC=C(C(=N1)C1=CNC2=C(C=CC=C12)C)F)N)NC)C